ClC1=C(C=CC(=C1)Cl)C=1CCCC2=C(C1C1=CC=C(C=N1)C=C1CN(C1)C(=O)OC(C)(C)C)C=CC(=C2)C(=O)OC tert-butyl 3-((6-(8-(2,4-dichlorophenyl)-3-(methoxycarbonyl)-6,7-dihydro-5H-benzo[7]annulen-9-yl)pyridin-3-yl)methylene)azetidine-1-carboxylate